[Co].[Ni] Nickel-cobalt salt